Neodymium (2-butyl-2-hexyl decanoate) C(CCC)C(C(=O)[O-])(CCCCCCCC)CCCCCC.[Nd+3].C(CCC)C(C(=O)[O-])(CCCCCCCC)CCCCCC.C(CCC)C(C(=O)[O-])(CCCCCCCC)CCCCCC